(4-methylpyridin-2-yl)-4-(pyrimidin-2-yl)thiazol-2-amine CC1=CC(=NC=C1)C1=C(N=C(S1)N)C1=NC=CC=N1